boron fluoride zinc chloride [Cl-].[Zn+2].B(F)(F)F.[Cl-]